5-(4-fluoro-1-(2-fluoroethyl)-2-methyl-1H-benzo[d]imidazol-6-yl)-N-((3S,4R)-3-fluoro-1-(oxetan-3-yl)piperidin-4-yl)-4-methoxypyrrolo[2,1-f][1,2,4]triazin-2-amine FC1=CC(=CC=2N(C(=NC21)C)CCF)C=2C=CN1N=C(N=C(C12)OC)N[C@H]1[C@H](CN(CC1)C1COC1)F